azepan-1-yl(3'-fluoro-4'-methyl-[1,1'-biphenyl]-3-yl)methanone N1(CCCCCC1)C(=O)C=1C=C(C=CC1)C1=CC(=C(C=C1)C)F